C(C=C)C1=C(C=CC(=C1OC)Cl)Cl 2-allyl-1,4-dichloro-3-methoxy-benzene